ClC1=CC=C(C=C1)C(=CC(=O)N1CCOCC1)C1=CC(=C(C=C1)OC)OC 4-[3-(4-chlorophenyl)3-(3,4-dimethoxyphenyl)acryloyl]morpholine